tert-butyl 4-(1-(3-(2,6-dioxopiperidin-3-yl)-1-methyl-1H-indazol-6-yl)azetidin-3-yl)piperidine-1-carboxylate O=C1NC(CCC1C1=NN(C2=CC(=CC=C12)N1CC(C1)C1CCN(CC1)C(=O)OC(C)(C)C)C)=O